C1(CC1)[C@@H](C(F)(F)F)NC(=O)C=1C(C=2C=C(C(=NC2N(C1)C1=C(C=C(C=C1F)F)F)N1C[C@@H](N(CC1)C(=O)OC(C)(C)C)C)F)=O Tert-butyl (2S)-4-[6-{[(1S)-1-cyclopropyl-2,2,2-trifluoroethyl] carbamoyl}-3-fluoro-5-oxo-8-(2,4,6-trifluorophenyl)-5,8-dihydro-1,8-naphthyridin-2-yl]-2-methylpiperazine-1-carboxylate